Imidazole-1,4-dicarboxylic acid 1-tert-butyl ester 4-methyl ester COC(=O)C=1N=CN(C1)C(=O)OC(C)(C)C